(S)-N-(4-(methylthio)benzyl)-1-(2-(4-(trifluoromethyl)phenyl)-2H-pyrazolo[3,4-d]pyrimidin-4-yl)piperidine-3-carboxamide CSC1=CC=C(CNC(=O)[C@@H]2CN(CCC2)C=2C=3C(N=CN2)=NN(C3)C3=CC=C(C=C3)C(F)(F)F)C=C1